1-[5-tert-butyl-2-[4-(dimethylaminomethyl)phenyl]pyrazol-3-yl]-3-[4-[(3-oxo-4H-pyrido[3,2-b][1,4]oxazin-8-yl)oxy]-2-(trifluoromethyl)phenyl]urea C(C)(C)(C)C=1C=C(N(N1)C1=CC=C(C=C1)CN(C)C)NC(=O)NC1=C(C=C(C=C1)OC1=CC=NC2=C1OCC(N2)=O)C(F)(F)F